(Z)-2-(2,6-dioxopiperidin-3-yl)-4-((1-((1-(2-(4-(1-(4-hydroxyphenyl)-2-phenylbut-1-en-1-yl)phenoxy)ethyl)piperidin-4-yl)methyl)piperidin-4-yl)amino)isoindoline-1,3-dione O=C1NC(CCC1N1C(C2=CC=CC(=C2C1=O)NC1CCN(CC1)CC1CCN(CC1)CCOC1=CC=C(C=C1)\C(=C(\CC)/C1=CC=CC=C1)\C1=CC=C(C=C1)O)=O)=O